NC1=NC=CC=C1C1=NC=2C(=NC(=CC2)C2=CC=CC=C2)N1C1=CC=C(C=C1)C(C)O 1-[4-[2-(2-amino-3-pyridyl)-5-phenyl-imidazo[4,5-b]pyridin-3-yl]phenyl]ethanol